(2-chloro-9-((5-methyl-2-(trifluoromethyl)-6,7-dihydro-5H-benzo[c]imidazo[1,2-a]azepin-9-yl)methyl)-9H-purin-8-yl)methylamine ClC1=NC=C2N=C(N(C2=N1)CC1=CC2=C(C=3N(C(CC2)C)C=C(N3)C(F)(F)F)C=C1)CN